C1(=CC=C(C=C1)C=1OC2=C(N1)C=CC=C2)C=2OC1=C(N2)C=CC=C1 Para-phenylen-Benzobisoxazol